2-[4-[2-Bromo-4-[[3-(3-fluoro-4-methoxy-phenyl)imidazo[1,2-a]pyrazin-8-yl]amino]benzoyl]piperazin-1-yl]ethyl-trimethyl-ammonium 2,2,2-trifluoroacetate FC(C(=O)[O-])(F)F.BrC1=C(C(=O)N2CCN(CC2)CC[N+](C)(C)C)C=CC(=C1)NC=1C=2N(C=CN1)C(=CN2)C2=CC(=C(C=C2)OC)F